tert-butyl (S)-((1-(5-chloro-2-isobutoxybenzyl)pyrrolidin-3-yl)methyl)carbamate ClC=1C=CC(=C(CN2C[C@@H](CC2)CNC(OC(C)(C)C)=O)C1)OCC(C)C